N-(5-((5-cyano-4-(1-cyclopropyl-1H-indol-3-yl)pyrimidin-2-yl)amino)-2-((2-(dimethyl-Amino)ethyl)(methyl)amino)-4-methoxyphenyl)acrylamide hydrobromide Br.C(#N)C=1C(=NC(=NC1)NC=1C(=CC(=C(C1)NC(C=C)=O)N(C)CCN(C)C)OC)C1=CN(C2=CC=CC=C12)C1CC1